5-chloro-6-methoxy-N-[(1S)-1-(2-pyrimidin-2-yl-1,2,4-triazol-3-yl)ethyl]indoline-1-carboxamide ClC=1C=C2CCN(C2=CC1OC)C(=O)N[C@@H](C)C=1N(N=CN1)C1=NC=CC=N1